1-(2-(4-(3-Phenyl-5,6-dihydroimidazo[1,2-d]pyrido[4,3-f][1,4]oxazepin-2-yl)benzyl)-2,7-diazaspiro[3.5]nonan-7-yl)prop-2-en-1-one C1(=CC=CC=C1)C1=C(N=C2N1CCOC1=C2C=CN=C1)C1=CC=C(CN2CC3(C2)CCN(CC3)C(C=C)=O)C=C1